[N+](=O)([O-])C(C(=O)O)CCCCCCCCC(=O)O nitro-undecanedioic acid